3-chloro-3-oxopropanoate ClC(CC(=O)[O-])=O